6-((3,5-difluoropyridin-2-yl)amino)-N-ethoxy-4-((5-fluoro-4-isopropyl-2-(N-methyl-methanesulfonamido)phenyl)amino)nicotinamide FC=1C(=NC=C(C1)F)NC1=NC=C(C(=O)NOCC)C(=C1)NC1=C(C=C(C(=C1)F)C(C)C)N(S(=O)(=O)C)C